Methyl 4-(((4-((7-chloroquinazolin-4-yl)amino)pentyl)(2-hydroxyethyl)amino)methyl)benzoate ClC1=CC=C2C(=NC=NC2=C1)NC(CCCN(CCO)CC1=CC=C(C(=O)OC)C=C1)C